Potassium (IV) Oxalate C(C(=O)[O-])(=O)[O-].[K+4].C(C(=O)[O-])(=O)[O-]